trans-Methyl 1-(6-bromo-7-fluoro-3-nitroquinolin-4-yl)-3-phenylcyclobutane-1-carboxylate BrC=1C=C2C(=C(C=NC2=CC1F)[N+](=O)[O-])C1(CC(C1)C1=CC=CC=C1)C(=O)OC